C1(=CC=CC=C1)[SiH](C1=CC=CC=C1)[Zr](C1C=CC=2CCCCC12)C1C=CC=2CCCCC12 diphenylsilylbis(4,5,6,7-tetrahydroindenyl)zirconium